NC1=C(C=C(C=C1)C1CCN(CC1)C(=O)OC(C)(C)C)Br tert-butyl 4-(4-amino-3-bromophenyl)piperidine-1-carboxylate